O[C@@]1(CC=CC=C1)C[C@@H](C)NC([C@@H]([C@@H](OC)[C@H]1N(CCC1)C(=O)OC(C)(C)C)C)=O tert-butyl (S)-2-((1R,2R)-3-(((1S,2R)-1-hydroxyl phenylpropan-2-yl)amino)-1-methoxy-2-methyl-3-oxopropyl)pyrrolidine-1-carboxylate